C(N)(=O)C=1C(C(=C(NC1CC(C)C)COC1=CC=C(C=C1)F)C(=O)OCC)C1=CC=2C(=C(N=CC2)Cl)S1 ethyl 5-carbamoyl-4-(7-chlorothieno[2,3-c]pyridin-2-yl)-2-((4-fluorophenoxy) methyl)-6-isobutyl-1,4-dihydropyridine-3-carboxylate